C(C=C)(=O)OCCN(C)C N,N-dimethyl-2-aminoethyl acrylate